9,9-bis(4-glycidyloxy-3-methylphenyl)fluorene C(C1CO1)OC1=C(C=C(C=C1)C1(C2=CC=CC=C2C=2C=CC=CC12)C1=CC(=C(C=C1)OCC1CO1)C)C